4,4'-(((2,2'-dimethyl-[1,1'-biphenyl]-3,3'-diyl)bis(methylene))bis(oxy))bis(2-chloro-5-hydroxybenzaldehyde) CC1=C(C=CC=C1COC1=CC(=C(C=O)C=C1O)Cl)C1=C(C(=CC=C1)COC1=CC(=C(C=O)C=C1O)Cl)C